COC([C@@H]1[C@H]([C@@H]([C@H]([C@@H](OC(C(Cl)(Cl)Cl)=N)O1)OC(C)=O)OC(C)=O)OC(C)=O)=O 2,3,4-Tri-O-acetyl-1-O-trichloroacetimidoyl-α-D-glucopyranuronic acid methyl ester